N-(5-bromo-1,3,4-thiadiazol-2-yl)-2-((1-isopropyl-4-oxo-4,5-dihydro-1H-pyrazolo[3,4-d]pyrimidin-6-yl)thio)acetamide BrC1=NN=C(S1)NC(CSC=1NC(C2=C(N1)N(N=C2)C(C)C)=O)=O